URANIUM TETRAFLUORIDE [F-].[F-].[F-].[F-].[U+4]